C[C@H]1N([C@H](CN(C1)C1=NC=C(C=N1)N1C(CC1)=O)C)C(=O)OC1CC2(CN(C2)CC2=CC=CC=C2)C1 2-benzyl-2-azaspiro[3.3]heptan-6-yl (2R,6S)-2,6-dimethyl-4-[5-(2-oxoazetidin-1-yl)pyrimidin-2-yl]piperazine-1-carboxylate